C1(CC1)N(C(N[C@@H](C(=O)O)[C@@H](C)C1=CC(=C(C=C1)NC([C@@H](NC(=O)C1=CC=NN1CC)C1CCC(CC1)=C(F)F)=O)F)=O)C (2R,3S)-2-(3-cyclopropyl-3-methylureido)-3-(4-((S)-2-(4-(difluoromethylene)cyclohexyl)-2-(1-ethyl-1H-pyrazole-5-carboxamido)acetamido)-3-fluorophenyl)butanoic acid